C12CC(CC(CC1)O2)N2C(C(=CC=C2)C(=O)O)=O 1-(cis-8-oxabicyclo[3.2.1]octan-3-yl)-2-oxo-1,2-dihydropyridine-3-carboxylic acid